ClC=1C(=C(C=CC1)NS(=O)(=O)C1=CC=C(C=C1)S(=O)(=O)N(C)C)NC N1-(3-chloro-2-(methylamino)phenyl)-N4,N4-dimethylbenzene-1,4-disulfonamide